Ethyl-4-methyl-2-(2-methyl-3-(3-(5-methyl-1,2,4-oxadiazol-3-yl)benzamido)propanamido)thiazole-5-carboxylate C(C)OC(=O)C1=C(N=C(S1)NC(C(CNC(C1=CC(=CC=C1)C1=NOC(=N1)C)=O)C)=O)C